C(C)(=O)N1C[C@H](OCC1)COC=1C=NC=CC1C1=C(C=2C(NCCC2N1)=O)NC1=C(C(=CC=C1)Cl)OC 2-(3-{[(2S)-4-acetylmorpholin-2-yl]methoxy}pyridin-4-yl)-3-[(3-chloro-2-methoxyphenyl)amino]-1H,5H,6H,7H-pyrrolo[3,2-c]pyridin-4-one